C(#N)C1=CC=C2C(=N1)NC=C2C2=NC(=NC=C2C(F)(F)F)N[C@@H]2CN(CCC2)C(=O)OC(C)(C)C tert-butyl (3S)-3-[[4-(6-cyano-1H-pyrrolo[2,3-b]pyridin-3-yl)-5-(trifluoromethyl)pyrimidin-2-yl]amino]piperidine-1-carboxylate